N,N-diethyl-5-aminosulfonyl-4-chloro-2-[(2-furanylmethyl)amino]benzamide C(C)N(C(C1=C(C=C(C(=C1)S(=O)(=O)N)Cl)NCC=1OC=CC1)=O)CC